BrC=1C=CC(=C(C1)C(C(=O)OCC)=O)F Ethyl 2-(5-bromo-2-fluorophenyl)-2-oxoacetate